COC1=C(C(=CC=C1)OC)C1=CC=CC(=N1)C=O 6-(2,6-dimethoxyphenyl)picolinaldehyde